Cl.NC(C(=O)OC)C=1C=NC=C(C1)Br methyl 2-amino-2-(5-bromopyridin-3-yl)acetate hydrochloride